ClC=1C(=C(C=CC1)C1(CN(C1)C(=O)OC(C)(C)C)NC1=CC=C2C(C(N(C2=C1)CC1CC1)=O)(C)C)C tert-butyl 3-(3-chloro-2-methylphenyl)-3-((1-(cyclopropylmethyl)-3,3-dimethyl-2-oxoindolin-6-yl)amino)azetidine-1-carboxylate